ClC1=NC(=C2C(=N1)N(N=C2)C2=C(C=C(C=C2)F)F)NC=2N=CN(C2)C2=CC(=C(C(=C2)OC)OC)OC 6-chloro-1-(2,4-difluorophenyl)-N-(1-(3,4,5-trimethoxyphenyl)-1H-imidazol-4-yl)-1H-pyrazolo[3,4-d]pyrimidin-4-amine